mono-lysine manganese chloride [Cl-].[Mn+2].N[C@@H](CCCCN)C(=O)O.[Cl-]